7-((5-fluoropyridin-2-yl)ethynyl)-1H-pyrrolo[3,2-b]Pyridine FC=1C=CC(=NC1)C#CC1=C2C(=NC=C1)C=CN2